4-((5-(3-(4-(prop-2-yn-1-yl)piperazin-1-yl)propoxy)-1H-indol-1-yl)sulfonyl)benzoic acid C(C#C)N1CCN(CC1)CCCOC=1C=C2C=CN(C2=CC1)S(=O)(=O)C1=CC=C(C(=O)O)C=C1